C[C@]12CC[C@@H](C[C@@H]1C(=C)C[C@H]([C@@H]2O)O)C(C)(CO)O The molecule is an sesquiterpenoid that is decahydronaphthalene substituted by hydroxy groups at positions 1 and 2, a methyl group at position 8a, a methylidene group at position 4 and a 1,2-dihydroxypropan-2-yl at position 6 (the 1R,2R,4aR,6S,8aS stereoisomer). Isolated from Solanum lyratum, it exhibits cytotoxicity against human cancer cell lines. It has a role as a metabolite and an antineoplastic agent. It is a tetrol, a secondary alcohol, a carbobicyclic compound, a primary alcohol and a sesquiterpenoid.